C1(CCC1)SC=1C=2N(C=CC1)C(=NC2)C(C)(C)N 2-(8-(Cyclobutylthio)imidazo[1,5-a]pyridin-3-yl)propan-2-amine